Methyl 2-methyl-5-(2-methylthiazol-5-yl)-2H-1,2,6-thiadiazine-3-carboxylate 1,1-dioxide CN1S(N=C(C=C1C(=O)OC)C1=CN=C(S1)C)(=O)=O